O=C1NC(CCC1N1C(C2=CC=C(C(=C2C1)O)CN(C(=O)NC1=CC(=C(C=C1)C)C(C)C)CNC(CC(C(=O)N)CC1=CC=CC=C1)=O)=O)=O (2-(((1-((2-(2,6-dioxopiperidin-3-yl)-4-hydroxy-1-oxoisoindolin-5-yl)methyl)-3-(3-isopropyl-4-methylphenyl)ureido)methyl)amino)-2-oxoethyl)-3-phenylpropanamide